C1(=CC=CC=C1)C=1C=C(C2=CC=CC=C2C1)C1=CC(=CC2=CC=CC=C12)C1=CC=CC=C1 (S)-3,3'-diphenyl-1,1'-binaphthyl